[(diphenyl-d10)triazinylphenyl-d3]dibenzothiophene-d6 C1(C(C(C(C(C1[2H])([2H])[2H])([2H])[2H])([2H])[2H])([2H])[2H])([2H])C1=C(C(=NN=N1)C=1C(=C(C(=C(C1)C1=C(C(=C2C(C3=C(S2)C(=C(C(=C3[2H])[2H])[2H])[2H])=C1)[2H])[2H])[2H])[2H])[2H])C1(C(C(C(C(C1[2H])([2H])[2H])([2H])[2H])([2H])[2H])([2H])[2H])[2H]